CC1(OC2=C(OC1)C=CC(=C2)C(C)N2C[C@@H](N(C[C@H]2CC)C=2C=1N=C(N(C1N(C(N2)=O)C)C)CC#N)CC)C 2-(6-((2S,5R)-4-(1-(3,3-dimethyl-2,3-dihydrobenzo[b][1,4]dioxin-6-yl)ethyl)-2,5-diethylpiperazin-1-yl)-3,9-dimethyl-2-oxo-3,9-dihydro-2H-purin-8-yl)acetonitrile